(3R)-1-(4-(3-fluorophenyl)-2-hydroxycyclopentyl)piperidin-3-ylcarbamic acid tert-butyl ester C(C)(C)(C)OC(N[C@H]1CN(CCC1)C1C(CC(C1)C1=CC(=CC=C1)F)O)=O